CC1=C2C=CC=NC2=C(C=C1)O.CC1=C2C=CC=NC2=C(C=C1)O.CC1=C2C=CC=NC2=C(C=C1)O.[Al] aluminum tris(5-methyl-8-quinolinol)